[Si](C)(C)(C(C)(C)C)OC1(CNCCC1)C 3-((tert-Butyldimethylsilyl)oxy)-3-methylpiperidine